FC1=C(C=C(C(=C1)C(F)(F)F)F)NS(=O)(=O)C1=CNC(=C1)C1=NC=CC=N1 N-[2,5-difluoro-4-(trifluoromethyl)phenyl]-5-pyrimidin-2-yl-1H-pyrrole-3-sulfonamide